4-(2-(1H-pyrazol-1-yl)ethyl)-N-(4-((3,5-bis(trifluoromethyl)benzyl)oxy)phenyl)piperazine-1-carboxamide N1(N=CC=C1)CCN1CCN(CC1)C(=O)NC1=CC=C(C=C1)OCC1=CC(=CC(=C1)C(F)(F)F)C(F)(F)F